BrC=1C=C2CN(CC2=CC1)CCC(=O)C1=CC2=C(OCCO2)C=C1 3-(5-bromoisoindolin-2-yl)-1-(2,3-dihydrobenzo[b][1,4]dioxin-6-yl)propan-1-one